ClC1=C(C=C(C(=C1)N1CCC(CC1)C(F)(F)F)F)NC1=CC=C(CN2CC(CC2=O)C(=O)N)C=C1 (4-((2-chloro-5-fluoro-4-(4-(trifluoromethyl)piperidin-1-yl)phenyl)amino)benzyl)-5-oxopyrrolidine-3-carboxamide